4-[(2,6-dichloro-4-pyridyl)-difluoro-methyl]cyclohexanecarboxylic acid ClC1=NC(=CC(=C1)C(C1CCC(CC1)C(=O)O)(F)F)Cl